5-(trifluoromethyl)-1,3-oxazole-4-carboxylic acid FC(C1=C(N=CO1)C(=O)O)(F)F